6-(methoxycarbonyl)picolinic acid COC(=O)C1=CC=CC(=N1)C(=O)O